NC1=CC=CC(=N1)S(=O)(=O)NC(C1=C(N=C(C=C1)C1=CC(=CC(=C1)OCC(C)C)F)OC1C(CC1)C)=O N-((6-aminopyridin-2-yl)sulfonyl)-6-(3-fluoro-5-isobutoxyphenyl)-2-(2-methylcyclobutoxy)nicotinamide